C(C)(C)(C)C1CN(CC1)C(=O)NC1=C(C=C(C(=C1)C1=CC2=C(N=C(N=C2)NC)N=C1C)C)F 3-(tert-butyl)-N-(2-fluoro-4-methyl-5-(7-methyl-2-(methylamino)pyrido[2,3-d]pyrimidin-6-yl)phenyl)pyrrolidine-1-carboxamide